F[P-](F)(F)(F)(F)F.[Ir+3].C1(=CC=CC=C1)C1=NC=CC=C1.C1(=CC=CC=C1)C1=NC=CC=C1.F[P-](F)(F)(F)(F)F.F[P-](F)(F)(F)(F)F bis(2-phenylpyridine) iridium (III) hexafluorophosphate